C(C)(C)(C)[Si](C1=CC=CC=C1)(C1=CC=CC=C1)OCC1CCC(CC1)OCCCCCCCC tert-butyl((4-(octyloxy)cyclohexyl)methoxy)diphenylsilane